ClC1=CC=C2C(=N1)N(C(=C2)C2=NN1C(C(=CC(=C1)C(=O)OC)OC)=C2C(=O)O)CC2CC2 2-(6-Chloro-1-(cyclopropylmethyl)-1H-pyrrolo[2,3-b]pyridin-2-yl)-4-methoxy-6-(methoxycarbonyl)pyrazolo[1,5-a]pyridine-3-carboxylic acid